O1C(=NC2=C1C=CC=C2)CNC2=NS(C1=C(N2)C(=C(C=C1)F)[C@@H](C)C1=C(C=CC=C1)F)(=O)=O (S)-3-((benzo[d]oxazol-2-ylmethyl)amino)-6-fluoro-5-(1-(2-fluorophenyl)ethyl)-4H-benzo[e][1,2,4]thiadiazine 1,1-dioxide